ClC=1C=C(C=C(C1)Cl)C=1OC2=C(N1)C=CC(=C2)C(=O)OC2CN(CCC2)CC(F)F 1-(2,2-difluoroethyl)piperidin-3-yl 2-(3,5-dichlorophenyl)benzo[d]oxazole-6-carboxylate